C1=C(C=CC2=CC=CC=C12)C1=NN(C=C1/C=C/C(=O)NCC(=O)O)C1=CC=CC=C1 (E)-(3-(3-(naphthalen-2-yl)-1-phenyl-1H-pyrazol-4-yl)acryloyl)-glycine